FC=1C(=NC=CC1)\C=C\C1=CC(=C(C=C1)C(C)C)OC (E)-3-Fluoro-2-(4-isopropyl-3-methoxyphenylvinyl)pyridine